2-(pentamethylcyclopenta-1,3-dien-1-yl)ethan-1-amine CC1(C(=C(C(=C1CCN)C)C)C)C